FC1=C(NC2=CC=3C(C4=CC=CC=C4C(C3C=C2)=O)=O)C(=C(C=C1F)F)F 2-(2,3,5,6-tetrafluoroanilino)anthraquinone